3-[4-(11-Aminoundecyl)-3-methyl-2-oxo-benzimidazol-1-yl]piperidine-2,6-dione NCCCCCCCCCCCC1=CC=CC=2N(C(N(C21)C)=O)C2C(NC(CC2)=O)=O